(12R)-20-Amino-18-methanesulfonyl-6-(trifluoromethyl)-22-oxa-3,4,16,21-tetraazatetracyclo[15.3.1.12,5.012,16]docosa-1(21),2,4,17,19-pentaen-6-ol NC1=CC(=C2N3CCC[C@H]3CCCCCC(C3=NN=C(C1=N2)O3)(O)C(F)(F)F)S(=O)(=O)C